FC=1C=C2C=C(C(NC2=CC1C(F)(F)F)=O)C(=O)OC methyl 6-fluoro-2-oxo-7-(trifluoromethyl)-1H-quinoline-3-carboxylate